6-fluoro-3-methyl-5-(4,4,5,5-tetramethyl-1,3,2-dioxaborolan-2-yl)benzoxazol-2(3H)one FC1=CC2=C(N(C(O2)=O)C)C=C1B1OC(C(O1)(C)C)(C)C